1-(2-(3-(1-(2,6-dichloro-3-fluorophenyl)ethoxy)-phenyl)pyrimidin-5-yl)-3-(2-(4,4-difluoropiperidin-1-yl)ethyl)urea ClC1=C(C(=CC=C1F)Cl)C(C)OC=1C=C(C=CC1)C1=NC=C(C=N1)NC(=O)NCCN1CCC(CC1)(F)F